1-(4-fluoro-5,6-dimethoxybenzo[b]thiophen-2-yl)-3-methylbut-2-en-1-one FC1=C(C(=CC=2SC(=CC21)C(C=C(C)C)=O)OC)OC